ClC1=CC=C(C=C1)C1=CC=NC(N1CC(C)(C)O)C1=CC=NN1C 6-(4-Chlorophenyl)-N-(2-hydroxy-2-methylpropyl)-2-(1-methyl-1H-pyrazol-5-yl)pyrimidin